BrC1=NC=CC(=C1I)NC(C(C(F)(F)F)C)=O N-(2-bromo-3-iodopyridin-4-yl)-3,3,3-trifluoro-2-methylpropanamide